Methyl ((3-(4-((3-(tert-butyl)-4H-1,2,4-triazol-4-yl)methyl)phenyl)-5-isobutylthiophen-2-yl)sulfonyl)carbamate C(C)(C)(C)C1=NN=CN1CC1=CC=C(C=C1)C1=C(SC(=C1)CC(C)C)S(=O)(=O)NC(OC)=O